CN1N=CC(=C1)C=1C(=CC(=C(C1)NC=1N=C(C2=C(N1)NC=C2)NC=2C=NC1=CC=CC=C1C2[PH2]=O)OCC(F)(F)F)N2CCN(CC2)C (3-((2-((5-(1-methyl-1H-pyrazol-4-yl)-4-(4-methylpiperazin-1-yl)-2-(2,2,2-trifluoroethoxy)phenyl)amino)-7H-pyrrolo[2,3-d]pyrimidin-4-yl)amino)quinolin-4-yl)phosphine oxide